2-[5-(4-{octahydropyrrolo[3,4-b]pyridine-1-carbonyl}-4-phenylpiperidin-1-yl)pyridazin-3-yl]phenol N1(C2C(CCC1)CNC2)C(=O)C2(CCN(CC2)C=2C=C(N=NC2)C2=C(C=CC=C2)O)C2=CC=CC=C2